N-(5-((4-amino-6-chloro-1H-pyrazolo[3,4-d]pyrimidin-1-yl)methyl)-2-bromophenyl)-3-hydroxypropane-1-sulfonamide NC1=C2C(=NC(=N1)Cl)N(N=C2)CC=2C=CC(=C(C2)NS(=O)(=O)CCCO)Br